FC(C1CC(C1)N1N=CN=N1)(F)F ((1s,3s)-3-(trifluoromethyl)cyclobutyl)-2H-tetrazol